(2S,4S)-1-tert-butoxycarbonyl-4-[tert-butoxycarbonyl-[6-[3-(1,4-oxazepan-6-ylmethyl)benzimidazol-4-yl]-2-pyridyl]amino]pyrrolidine-2-carboxylic acid C(C)(C)(C)OC(=O)N1[C@@H](C[C@@H](C1)N(C1=NC(=CC=C1)C1=CC=CC=2N=CN(C21)CC2CNCCOC2)C(=O)OC(C)(C)C)C(=O)O